ClC=1C=C(C=NC1N1N=CC=N1)NC(=O)C1=NC=C(C(=N1)C)C1=C2C=CNC(C2=CC=C1)=O N-(5-chloro-6-(2H-1,2,3-triazol-2-yl)pyridin-3-yl)-4-methyl-5-(1-oxo-1,2-dihydroisoquinolin-5-yl)pyrimidine-2-carboxamide